C1=CC=CC2=C1N=C1C2=C2C(C=3NC=4C=CC=CC4C13)=C1C=CC=CC1=N2 diindolo[3,2-a:3',2'-c]carbazole